FC1=C(C=C(C=C1)NC(=O)[C@@H]1[C@H](C1)C1=NC=CC(=N1)C)[N+](=O)[O-] (1S,2S)-N-(4-fluoro-3-nitrophenyl)-2-(4-methylpyrimidin-2-yl)cyclopropane-1-carboxamide